2-(1,1-di-methoxyethyl)thiazole COC(C)(OC)C=1SC=CN1